6-bromo-4-chloro-1-[5-(difluoromethyl)-1,3,4-thiadiazol-2-yl]-3-ethyl-benzimidazol-2-one BrC=1C=C(C2=C(N(C(N2CC)=O)C=2SC(=NN2)C(F)F)C1)Cl